(E)-3-(2-((4-(2-(4-chloro-2-fluorophenyl)-2-methylbenzo[d][1,3]dioxol-4-yl)piperidin-1-yl)methyl)-1-(3-methoxybenzyl)-1H-imidazol-5-yl)acrylic acid ClC1=CC(=C(C=C1)C1(OC2=C(O1)C=CC=C2C2CCN(CC2)CC=2N(C(=CN2)/C=C/C(=O)O)CC2=CC(=CC=C2)OC)C)F